3-(3-fluoro-2,4-dimethoxyphenyl)-4,5-dimethyl-5-(trifluoromethyl)tetrahydrofuran-2-carboxylic acid ethyl ester C(C)OC(=O)C1OC(C(C1C1=C(C(=C(C=C1)OC)F)OC)C)(C(F)(F)F)C